(1RS,3SR)-5'-Bromo-4'-chloro-3-methoxy-1',2'-dihydrospiro[cyclopentane-1,3'-pyrrolo[2,3-b]pyridine] BrC=1C(=C2C(=NC1)NC[C@]21C[C@H](CC1)OC)Cl |r|